6-methoxy-2,3-dihydro-1H-indenone COC1=CC=C2CCC(C2=C1)=O